N[C@@H]([C@H](CNC1=C(C=C(C=N1)S(=O)(=O)NC1=NC=NS1)Cl)CC1=C(C=CC=C1)CN)C 6-({(2S,3R)-3-amino-2-[2-(aminomethyl)benzyl]butyl}amino)-5-chloro-N-(1,2,4-thiadiazol-5-yl)pyridine-3-sulfonamide